(2S)-2-amino-3-(1-methyl-1H-indol-3-yl)propanoic acid N[C@H](C(=O)O)CC1=CN(C2=CC=CC=C12)C